N1(N=CC=C1)C=1C=NC2=CC=C(C=C2N1)C(=O)C=1C(=C(C=CC1F)NC(=O)NC1=CC(=C(C=C1)F)F)F 1-(3-(3-(1H-pyrazol-1-yl)quinoxaline-6-carbonyl)-2,4-difluorophenyl)-3-(3,4-difluorophenyl)urea